N,N'-bis(3-hydroxypropyl)ethylenediamine OCCCNCCNCCCO